ClC1=C2C[C@H](OC(C2=C(C(=C1)C(=O)N[C@H](C(=O)O)C(C)C)O)=O)C (2S)-2-[[(3R)-5-chloro-8-hydroxy-3-methyl-1-oxo-3,4-dihydroisochromen-7-carbonyl]amino]-3-methylbutyric acid